ClC1=C(C=CC(=C1)Cl)NNC(=O)C=1C(=NN(C1)C=1SC=CN1)CC N'-(2,4-dichlorophenyl)-3-ethyl-1-(thiazol-2-yl)-1H-pyrazole-4-carbohydrazide